2-[1'-(1H-indazole-5-carbonyl)-4-methyl-2-oxospiro[indole-3,4'-piperidin]-1-yl]-N-[(2S)-1,1,1-trifluoropropan-2-yl]acetamide N1N=CC2=CC(=CC=C12)C(=O)N1CCC2(CC1)C(N(C1=CC=CC(=C12)C)CC(=O)N[C@H](C(F)(F)F)C)=O